2-(6-cyanoimidazo[1,2-a]pyridin-2-yl)acetate C(#N)C=1C=CC=2N(C1)C=C(N2)CC(=O)[O-]